COC(C1CCN(CC1)C1=CC=C(C=C1)C1C2=CC=CC=C2CCC12CCOCC2)OC 1-(4-(4-(Dimethoxymethyl)piperidin-1-yl)phenyl)-2',3,3',4,5',6'-hexahydro-1H-spiro[Naphthalene-2,4'-pyran]